CC1=CC=C(C=C1)C(CP(C1=CC=CC=C1)C1=CC=CC=C1)=NO 2-(4-methylphenyl)-2-hydroxyiminoethyldiphenylphosphine